allylpyridine chloride salt [Cl-].C(C=C)C1=NC=CC=C1